C(C)OC(C(CCC(F)(F)F)N)=O 2-amino-5,5,5-trifluoro-pentanoic acid ethyl ester